C1CCC2=C(C=3CCCC3C=C12)NC(=O)N=[S@](=O)(NC)C (S)-N'-((1,2,3,5,6,7-hexahydro-s-indacen-4-yl)carbamoyl)-N-methylmethane-sulfonimidamide